N-(1-(3-(1,1-difluoro-2-hydroxy-2-methylpropyl)phenyl)ethylidene)-2-methylpropan-2-sulfinamide FC(C(C)(C)O)(F)C=1C=C(C=CC1)C(C)=NS(=O)C(C)(C)C